2-((2R,5S)-5-methyl-2-(2-(1-methylpiperidin-4-yl)quinolin-7-yl)piperidin-1-yl)-2-oxo-N-(1-((2-(trimethylsilyl)ethoxy)methyl)-1H-pyrazolo[4,3-c]pyridin-7-yl)acetamide C[C@H]1CC[C@@H](N(C1)C(C(=O)NC=1C2=C(C=NC1)C=NN2COCC[Si](C)(C)C)=O)C2=CC=C1C=CC(=NC1=C2)C2CCN(CC2)C